BrCC1=CC(=C(C#N)C(=C1)OC)F 4-(bromomethyl)-2-fluoro-6-methoxybenzonitrile